{5-Chloro-4-[(3-fluorobenzyl)amino]pyrimidin-2-yl}aminobenzamide ClC=1C(=NC(=NC1)NC1=C(C(=O)N)C=CC=C1)NCC1=CC(=CC=C1)F